COC1(CCOCC1)C(=O)O 4-methoxytetrahydro-2H-pyran-4-carboxylic acid